O=C1N(C=C(C2=CC=NC=C12)C1=CC(=C(C=O)C=C1)OC(F)(F)F)C([2H])([2H])[2H] 4-[1-oxo-2-(trideuteriomethyl)-2,7-naphthyridin-4-yl]-2-(trifluoromethoxy)benzaldehyde